ClC1=CC(=NC(=C1)N(C(C)C)CC)NC1=CC(=C(C(=O)O)C(=C1)C)C 4-(4-chloro-6-(ethyl-(isopropyl)amino)pyridinylamino)-2,6-dimethylbenzoic acid